C(C1=CC=CC=C1)C=1C(=CNC1)S(=O)(=O)NC1=C(C=C(C(=C1)Cl)C#N)F 4-benzyl-N-(5-chloro-4-cyano-2-fluorophenyl)-1H-pyrrole-3-sulfonamide